COC1=C(C(=CC(=C1)C(F)(F)F)C)B1OC(C(O1)(C)C)(C)C 2-[2-methoxy-6-methyl-4-(trifluoromethyl)phenyl]-4,4,5,5-tetramethyl-1,3,2-dioxaborolane